ClC=1C=CC=C2C=CC(=NC12)NC1=NC=C(C=C1)C1(CC1)C(F)(F)F 8-Chloro-N-(5-(1-(trifluoromethyl)cyclopropyl)pyridin-2-yl)quinolin-2-amine